6-(Benzothiophen-5-yl)-3-methyl-2,3,4,5-tetrahydropyridine S1C=CC2=C1C=CC(=C2)C=2CCC(CN2)C